6-amino-7-fluoro-4-(2-fluoroethyl)-2H-benzo[b][1,4]oxazin-3(4H)-one NC1=CC2=C(OCC(N2CCF)=O)C=C1F